6-(4-chlorophenyl)-N-[(2-morpholinophenyl)methyl]pyridazine-4-carboxamide ClC1=CC=C(C=C1)C1=CC(=CN=N1)C(=O)NCC1=C(C=CC=C1)N1CCOCC1